CN(C(=O)C1=CC=2CCCC(C2C=C1)=O)C N,N-dimethyl-5-oxo-5,6,7,8-tetrahydronaphthalene-2-carboxamide